CN1C(=NN=C1COC1=CC(=CC=C1)C(C)C)[C@@H]1CC[C@H](CC1)N trans-4-(4-methyl-5-{[3-(prop-2-yl)phenoxy]methyl}-4H-1,2,4-triazol-3-yl)cyclohexylamine